N-(2-fluoro-4-methyl-5-(2-(oxetan-3-ylamino)-8,9-dihydroimidazo[1',2':1,6]pyrido[2,3-d]pyrimidin-6-yl)phenyl)-3-(trifluoromethyl)benzamide FC1=C(C=C(C(=C1)C)C1=CC2=C(N=C(N=C2)NC2COC2)N2C1=NCC2)NC(C2=CC(=CC=C2)C(F)(F)F)=O